N-(3-(1H-pyrazol-4-yl)benzyl)-1-(3-methoxyphenyl)methanamine N1N=CC(=C1)C=1C=C(CNCC2=CC(=CC=C2)OC)C=CC1